chloro-N-benzylformamide aluminum-chromium-silver [Ag].[Cr].[Al].ClN(C=O)CC1=CC=CC=C1